ClC=1C=CC2=C([C@@H](C[C@@H](O2)C(=O)NC23CCC(CC2)(CC3)N3N=CC(=C3)C(=O)N3C[C@H](CC3)OC(F)(F)F)O)C1 (2R,4R)-6-chloro-4-hydroxy-N-(4-{4-[(3S)-3-(trifluoromethoxy)pyrrolidine-1-carbonyl]-1H-pyrazol-1-yl}bicyclo[2.2.2]octan-1-yl)-3,4-dihydro-2H-1-benzopyran-2-carboxamide